ClC1=CC=C(C=C1)[C@H]1C[C@@H](CO1)C1=NOC(=N1)CN1C=NC2=C(C1=O)C=CC=N2 3-((3-((3R,5R)-5-(4-chlorophenyl)tetrahydro-furan-3-yl)-1,2,4-oxadiazol-5-yl)methyl)pyrido[2,3-d]pyrimidin-4(3H)-one